manganese erbium [Er].[Mn]